6-(5-fluoro-2-methoxybenzyl)-8-(4-methoxy-3-(pentyloxy)phenyl)-2-tosyl-2,6,8-triazaspiro[3.5]nonan-7-one FC=1C=CC(=C(CN2CC3(CN(C3)S(=O)(=O)C3=CC=C(C)C=C3)CN(C2=O)C2=CC(=C(C=C2)OC)OCCCCC)C1)OC